ClC=1C=CC=2N(N1)C(=CN2)C(=O)OCC 1-Ethyl 6-chloroimidazo[1,2-b]pyridazine-3-carboxylate